C(C)(C)(C)P(C1=CC(=CC=C1)C(C)(C)C)C(C)(C)C di(tert-butyl)(3-tert-butylphenyl)phosphine